ClC=1C(=NC(=CC1N1C(C2=C(C=C1)N(N=C2)CC2=C(C=CC=C2)F)=O)N[C@H](CO)C2CC2)C (S)-5-(3-chloro-6-((1-cyclopropyl-2-hydroxyethyl)amino)-2-methylpyridin-4-yl)-1-(2-fluorobenzyl)-1,5-dihydro-4H-pyrazolo[4,3-c]pyridin-4-one